NC1=NC=2C=C(C(=CC2C2=C1C=NN2C)C(=O)N(CC2=NC=C(C=C2)C(F)(F)F)N2C(CCCC2)=O)F 4-amino-7-fluoro-1-methyl-N-(2-oxopiperidin-1-yl)-N-((5-(trifluoromethyl)pyridin-2-yl)methyl)-1H-pyrazolo[4,3-c]quinoline-8-carboxamide